CC=1C(=C(C=CC1)C(=O)C1=C(C(=CC=C1)C)CCC)CCC methyl-2-methyl-ethyl-phenyl ketone